C1(=CC=CC2=CC=C3C=C4C=CC=CC4=CC3=C12)[SiH2]O[SiH3] 3-tetraphenyldisiloxane